1-thiotriphosphate [O-]P([O-])(=S)OP(=O)([O-])OP(=O)([O-])[O-]